O[C@@H]1C[C@H]2[C@@H]3CC[C@H]([C@@H](CCC(=O)O)C)[C@]3(CC[C@@H]2[C@]2(CCCC[C@@H]12)C)C α,6β-hydroxy-5β-cholanic acid